tert-butyl (Z)-(4-azido-3-fluorobut-2-en-1-yl)carbamate N(=[N+]=[N-])C/C(=C/CNC(OC(C)(C)C)=O)/F